4-amino-N,1-dimethyl-N-((1R)-5-methyl-2,3-dihydro-1H-inden-1-yl)-1H-pyrazolo[4,3-c]quinoline-8-carboxamide NC1=NC=2C=CC(=CC2C2=C1C=NN2C)C(=O)N([C@@H]2CCC1=CC(=CC=C21)C)C